ClC1=CC=C(C=C1)[C@@]1(N(C(C2=CC(=CC=C12)C(=C)C)=O)[C@@H](C)C1=CC=C(C=C1)Cl)OCC(=C)CO (R)-3-(4-chlorophenyl)-2-((S)-1-(4-chlorophenyl)ethyl)-3-((2-(hydroxymethyl)allyl)oxy)-6-(prop-1-en-2-yl)isoindolin-1-one